C1(=CC=CC=C1)C=1C(=C(C(=O)P(O)(O)=O)C(=CC1C)C)C phenyl-2,4,6-trimethylbenzoyl-phosphonic acid